C1(=CC=C(C=C1)CCO)CCO 1,4-benzenediethanol